C1(CC1)C=1N=NN(C1)[C@H](C(=O)N1[C@@H](C[C@H](C1)O)C(=O)NCC(C1=CC=C(C=C1)CC)N(C)C)C(C)(C)C (2S,4R)-1-[(2S)-2-(4-cyclopropyltriazol-1-yl)-3,3-dimethyl-butanoyl]-N-[2-(dimethylamino)-2-(4-ethylphenyl)ethyl]-4-hydroxy-pyrrolidine-2-carboxamide